4-methoxy-3-((4-methylphenyl)sulfonamido)-N-(pyridin-3-ylmethyl)benzamide COC1=C(C=C(C(=O)NCC=2C=NC=CC2)C=C1)NS(=O)(=O)C1=CC=C(C=C1)C